C1(=CC=CC=C1)C(CCC=1NC=C(N1)CCN)C1=CC=CC=C1 2-[2-(3,3-diphenylpropyl)-1H-imidazol-4-yl]ethanamine